N-(4-Amino-3-oxo-1-(o-tolyl)-2,3-dihydro-1H-pyrrolo[3,4-c]pyridin-7-yl)-3-fluoro-5-(trifluoromethyl)benzamide NC1=NC=C(C2=C1C(NC2C2=C(C=CC=C2)C)=O)NC(C2=CC(=CC(=C2)C(F)(F)F)F)=O